tribehenyl phosphite P(OCCCCCCCCCCCCCCCCCCCCCC)(OCCCCCCCCCCCCCCCCCCCCCC)OCCCCCCCCCCCCCCCCCCCCCC